F[C@@H]1C[C@@H](CC1)C(=O)O (1R,3S)-3-fluorocyclopentane-1-carboxylic acid